7-(3-(2-(3,5-dimethyl-1H-pyrazol-1-yl)-6-(5-methoxypyridin-3-yl)pyrimidin-4-yl)ureido)-N-hydroxyheptanamide CC1=NN(C(=C1)C)C1=NC(=CC(=N1)NC(NCCCCCCC(=O)NO)=O)C=1C=NC=C(C1)OC